C1CCC2=C(C=3CCCC3C=C12)NC(=O)NS(=O)(=O)\C=C\C1CN(CCC1)S(=O)(=O)C (E)-N-((1,2,3,5,6,7-hexahydro-s-indacen-4-yl)carbamoyl)-2-(1-(methylsulfonyl)piperidin-3-yl)vinylsulfonamide